(6α,7α,20S)-20-(5-tosyltetrazol-1-yl)methyl-6,7-epoxy-pregn-4-en-3-one S(=O)(=O)(C1=CC=C(C)C=C1)C1=NN=NN1C[C@@H](C)[C@H]1CC[C@H]2[C@@H]3[C@H]4[C@@H](C5=CC(CC[C@]5(C)[C@H]3CC[C@]12C)=O)O4